C(C)(C)(C)NS(=O)(=O)C1=CC(=CC=C1)NC1=NC=C(C(=N1)NC1=CC(=CC=C1)S(=O)(=O)N1CCOCC1)C N-(tert-butyl)-3-((5-methyl-4-((3-(morpholinosulfonyl)phenyl)amino)pyrimidin-2-yl)amino)benzenesulfonamide